BrB(Br)Br tribromoborane